4-((2,6-Dichloroacridin-9-yl)amino)-2,6-bis(pyrrolidin-1-ylmethyl)phenol ClC1=CC2=C(C3=CC=C(C=C3N=C2C=C1)Cl)NC1=CC(=C(C(=C1)CN1CCCC1)O)CN1CCCC1